N(=C=O)CCC[Si](OCC)(OCC)OCC gamma-isocyanatopropyl-triethoxysilane